OC1(CCN(CC1)C(C[C@@H](C)C1=CC=CC=C1)=O)CN1C=NC(=CC1=O)NC[C@@H]1N(CCC1)C 3-((4-Hydroxy-1-((R)-3-phenylbutanoyl)piperidin-4-yl)methyl)-6-((((R)-1-methylpyrrolidin-2-yl)methyl)amino)pyrimidin-4(3H)-one